F[C@H]1CNC2(CCCC2)C[C@H]1N1C=CC2=C1N=NC(=C2)C2=C(C=C(C=C2)N2N=NC=C2)O 2-{7-[(8S,9R)-8-fluoro-6-azaspiro[4.5]decan-9-yl]-7H-pyrrolo[2,3-c]pyridazin-3-yl}-5-(1H-1,2,3-triazol-1-yl)phenol